Boc-DL-proline C(=O)(OC(C)(C)C)N1[C@@H](CCC1)C(=O)O |r|